C1=CC=C2C(=C1)C3=NC4=NC(=NC5=C6C=CC=CC6=C([N-]5)N=C7C8=CC=CC=C8C(=N7)N=C2[N-]3)C9=CC=CC=C94.[Zn+2] zinc(II) phthalocyanine